OC1=C(CO[NH-])C=CC=C1 2-hydroxybenzyloxyamide